The molecule is a dipeptide formed from L-valine and L-proline residues. It has a role as a metabolite. It derives from a L-valine and a L-proline. CC(C)[C@@H](C(=O)N1CCC[C@H]1C(=O)O)N